FC1=CC(=C(C=C1)C=1C=C2C(=NC1)C=NN2CC(=O)O)C 2-(6-(4-fluoro-2-methylphenyl)-1H-pyrazolo[4,3-b]pyridin-1-yl)acetic acid